ClC=1C(=C(C=CC1)[C@@](C)(C#N)C1=C(C=NC(=C1F)SC)C(=O)O[C@@H]1[C@H](CC[C@@H](C1)C)C(C)C)F (1S,2R,5S)-5-methyl-2-(propan-2-yl)cyclohexyl 4-[(1R)-1-(3-chloro-2-fluorophenyl)-1-cyanoethyl]-5-fluoro-6-(methylsulfanyl)pyridine-3-carboxylate